CN(C1=CC2=C(C=C(O2)C(=O)NS(=O)(=O)C=2C=CC=C3C=CC(=NC23)C)C=C1)C 6-(dimethylamino)-N-(2-methylquinoline-8-sulfonyl)-1-benzofuran-2-carboxamide